N1CNC2C1CNC2 hexahydro-1H-pyrrolo[3,4-d]imidazole